OC1=C(C(=O)N)C=CC(=C1)CC1=NC2=CC=CC=C2C(N1C1=CC=C(C=C1)OC)=O hydroxy-4-{[3-(4-methoxyphenyl)-4-oxo-3,4-dihydroquinazolin-2-yl]methyl}benzamide